Cl.C(C1=CC=CC=C1)N1CCC=2N=C3C(=CC2C1)CNC3 7-Benzyl-2,3,5,6,7,8-hexahydro-1H-2,4,7-triaza-cyclopenta[b]naphthalene hydrochloride